(R)-N-((S)-1-((5-chloro-2-hydroxy-3-methylbenzyl)amino)-1-oxopropan-2-yl)-4-(naphthalen-1-yl)piperazine-2-carboxamide hydrochloride Cl.ClC=1C=C(C(=C(CNC([C@H](C)NC(=O)[C@@H]2NCCN(C2)C2=CC=CC3=CC=CC=C23)=O)C1)O)C